OC\C=C\1/CN(CCC1)C(=O)OC(C)C isopropyl (3Z)-3-(2-hydroxyethylidene)piperidine-1-carboxylate